1-(5-carboxypentyl)-2-[(1E)-2-{2-chloro-3-[(1E)-2-[(2E)-1-butyl-3,3-dimethyl-2,3-dihydro-1H-indol-2-ylidene]ethylidene]cyclohex-1-enyl}vinyl]-3,3-dimethyl-3H-indol C(=O)(O)CCCCCN1C(C(C2=CC=CC=C12)(C)C)\C=C\C1=C(/C(/CCC1)=C/C=C\1/N(C2=CC=CC=C2C1(C)C)CCCC)Cl